FC1=C(C=C(C=C1C[C@@H]1N(CC2(CC2)[C@@H]1NS(=O)(=O)C1CC1)C(=O)[C@@H]1OCC1)F)C1=CC=CC=C1 N-((6S,7S)-6-((2,5-difluoro-[1,1'-biphenyl]-3-yl)methyl)-5-((R)-oxetane-2-carbonyl)-5-azaspiro[2.4]heptan-7-yl)cyclopropanesulfonamide